N1C[C@@H](CCC1)NC1=NN=C(C=2CCCCC12)C1=C(C=C(C=C1)C(F)(F)F)O (R)-2-(4-(piperidin-3-ylamino)-5,6,7,8-tetrahydrophthalazin-1-yl)-5-(trifluoromethyl)phenol